Phosphorus tricyanide P(C#N)(C#N)C#N